4-(4-((S)-2-((S)-2-amino-3-methylbutanoylamino)-3-isopropoxy-3-oxopropyl) phenyl) 1-methyl 2-methylenesuccinate trifluoroacetate salt FC(C(=O)O)(F)F.C=C(C(=O)OC)CC(=O)OC1=CC=C(C=C1)C[C@@H](C(=O)OC(C)C)NC([C@H](C(C)C)N)=O